1,3-propylene glycol monobutyl ether C(CCC)OCCCO